C(C)(C)(C)OC(=O)N1CC(CCC1)CC(C)(C1=C(C=CC=C1)C(F)(F)F)O 3-(2-hydroxy-2-(2-(trifluoromethyl)phenyl)propyl)piperidine-1-carboxylic acid tert-butyl ester